1-(methoxymethoxy)-4-[4-(methoxymethylene)cyclohexyl]benzene COCOC1=CC=C(C=C1)C1CCC(CC1)=COC